C1(CCCCC1)C1=CC=C(C=C1)C1=NC=C(C(=N1)C)C(=O)O 2-(4-cyclohexylphenyl)-4-methylpyrimidine-5-carboxylic acid